COC(=O)C=1NC2=C(C=C(C=C2C1C)F)F 5,7-difluoro-3-methyl-1H-indole-2-carboxylic acid methyl ester